NC=1C2=C(N=CN1)N(C(=C2C2=CC(=C(C=C2)OC2=NC=CC(=N2)C)F)C=2C(=CC(=NC2)Cl)CCC(=O)OC)COCC[Si](C)(C)C methyl 3-[5-(4-amino-5-{3-fluoro-4-[(4-methylpyrimidin-2-yl)oxy]phenyl}-7-{[2-(trimethylsilyl)ethoxy]methyl}-7H-pyrrolo[2,3-d]pyrimidin-6-yl)-2-chloropyridin-4-yl]propanoate